C1(CC1)NC1=NC=NC(=N1)SC 4-(cyclopropylamino)-6-(methylthio)-1,3,5-triazine